3,4-dihydroxy-1-butene OC(C=C)CO